2-(2-oxoazepan-1-yl)undecanoic acid O=C1N(CCCCC1)C(C(=O)O)CCCCCCCCC